tert-butyl ((1r,4r)-4-(6-(N'-hydroxycarbamimidoyl)-1-(naphthalen-2-ylmethyl)-1H-indole-2-carboxamido)cyclohexyl)carbamate ON=C(N)C1=CC=C2C=C(N(C2=C1)CC1=CC2=CC=CC=C2C=C1)C(=O)NC1CCC(CC1)NC(OC(C)(C)C)=O